C1(=C(C=CC=C1)C1(CC=C2C(C1=O)=NC1=CC=C3N=C4C=CC=CC4=CC3=C12)C1=C(C=CC=C1)C1=CC=CC=C1)C1=CC=CC=C1 di(biphenylyl)indoloacridone